N-methyl-D-ornithine CN[C@H](CCCN)C(=O)O